tert-butyl 4-[3-(2,6-dibenzyloxy-3-pyridyl)-1-methyl-indazol-6-yl]-4-hydroxy-piperidine-1-carboxylate C(C1=CC=CC=C1)OC1=NC(=CC=C1C1=NN(C2=CC(=CC=C12)C1(CCN(CC1)C(=O)OC(C)(C)C)O)C)OCC1=CC=CC=C1